4-[(1R)-1-Aminoethyl]-N-1H-pyrrolo[2,3-b]pyridin-4-ylbenzamide N[C@H](C)C1=CC=C(C(=O)NC2=C3C(=NC=C2)NC=C3)C=C1